(3-bromo-4-methylphenyl)-3,3-difluoro-2-hydroxypropionitrile BrC=1C=C(C=CC1C)C(C#N)(C(F)F)O